C[Hf](C1(C=CC2=CC=3CC(CC3C=C12)(C)C)CCCCC)(C1(C(=C(C(=C1C)C)C)C)C)C dimethyl-pentamethylcyclopentadienyl-(1-pentyl-6,6-dimethyl-1,5,6,7-tetrahydro-s-indacenyl)hafnium